ClC1=C(C(=O)NC2=C(C=C(C(=C2)C=2C=NC(=NC2)N2CCOCC2)F)N2C[C@H](N(CC2)C)C)C=CC(=C1)F |r| 2-chloro-4-fluoro-N-[4-fluoro-5-(2-morpholin-4-ylpyrimidin-5-yl)-2-[rac-(3R)-3,4-dimethylpiperazin-1-yl]phenyl]benzamide